BrC=1C=C2C=CC(=C(C2=CC1)C=1N(C2=CC=CC=C2C1CCCO)C)O 6-bromo-1-(3-(3-hydroxypropyl)-1-methyl-1H-indol-2-yl)naphthalen-2-ol